BrC=1C(=NC(=CC1)Cl)C(=O)OC(C)(C)C Tert-butyl 3-bromo-6-chloropicolinate